1-(5-Chloro-3-(1',2'-dihydrospiro[cyclopropane-1,3'-pyrrolo[2,3-b]pyridin]-5'-yl)-1H-indol-7-yl)-4-methylpiperazin-2-one ClC=1C=C2C(=CNC2=C(C1)N1C(CN(CC1)C)=O)C=1C=C2C(=NC1)NCC21CC1